COC=1C=CC=C2C(=CC=NC12)C1=NNC2=NC(=CN=C21)N2C[C@@H]1[C@]([C@@H]1CC2)(C2=NOC(=C2)C)CN ((1S,6R,7S)-3-(3-(8-methoxyquinolin-4-yl)-1H-pyrazolo[3,4-b]pyrazin-6-yl)-7-(5-methylisoxazol-3-yl)-3-azabicyclo[4.1.0]heptan-7-yl)methanamine